(R)-2-(3-(3-(2-hydroxy-4-(trifluoromethyl)phenyl)-4-methyl-6,7-dihydropyrido[2,3-c]pyridazin-8(5H)-yl)piperidin-1-yl)-1-(4-hydroxypiperidin-1-yl)ethan-1-one OC1=C(C=CC(=C1)C(F)(F)F)C1=C(C2=C(N=N1)N(CCC2)[C@H]2CN(CCC2)CC(=O)N2CCC(CC2)O)C